ClC=1C=CC2=C(N=C(O2)NC(=O)[C@@H]2CC[C@H](CC2)NC(OC(C)(C)C)=O)C1 trans-tert-butyl (4-((5-chlorobenzo[d]oxazol-2-yl)carbamoyl)cyclohexyl)carbamate